O1C(=CC=C1)C=1C=CC(=C(C1)NC1=NC=NC2=CC(=C(C=C12)NC1CCN(CC1)CC=C)OCCN1CCOCC1)OC 1-(4-((4-((5-(furan-2-yl)-2-methoxyphenyl)amino)-7-(2-morpholinoethoxy)quinazolin-6-yl)amino)piperidin-1-yl)prop-2-en